COC(=O)C1=C(C=C(C2=CN(N=C12)C)Br)O.C1(=CC=CC2=CC=CC=C12)CCC1=CC(=C(C(=C1)OC)OC)OC 1-(naphthalene-1-yl)-2-(3,4,5-trimethoxyphenyl)ethane methyl-4-bromo-6-hydroxy-2-methyl-indazole-7-carboxylate